C(C)(C)(C)N(C(=O)OC1(CN(C1)C(=O)C1=C(C(=C(C=C1)F)F)NC1=C(C=C(C=C1)I)F)CNCCCN(CC)CC)C1CCN(CC1)S(=O)(=O)Cl 3-({[3-(diethylamino)propyl]amino}methyl)-1-({3,4-difluoro-2-[(2-fluoro-4-iodophenyl)amino]phenyl}carbonyl)azetidin-3-ol tert-butyl-(1-(chlorosulfonyl)piperidin-4-yl)carbamate